C(CCCCCCC)NC[C@@]12[C@H](CC[C@H]1[C@@H]1CC=C3C[C@H](CC[C@]3(C)[C@H]1CC2)O)C(C)(C)O alpha-n-octylamino-17beta-(1-hydroxy-1-methyl-ethyl)androst-5-en-3beta-ol